3-((1-Fluorocyclopropyl)methyl)-9-(5-methoxy-2-(1-methyl-1H-pyrazol-4-yl)-4-nitrophenyl)-3,9-diazaspiro[5.5]undecane FC1(CC1)CN1CCC2(CC1)CCN(CC2)C2=C(C=C(C(=C2)OC)[N+](=O)[O-])C=2C=NN(C2)C